CN1N=C(C=C1C)NC1=NC=C(C(=N1)C1=CNC2=C(C=CC=C12)NC(CN1C[C@H](CC1)OC1=NC(=NC=C1)NC)=O)C (S)-N-(3-(2-((1,5-dimethyl-1H-pyrazol-3-yl)amino)-5-methylpyrimidin-4-yl)-1H-indol-7-yl)-2-(3-((2-(methylamino)pyrimidin-4-yl)oxy)pyrrolidin-1-yl)acetamide